ethyl (R)-2-(1-(6-(5-(((4-(1H-pyrazol-1-yl)pyridin-2-yl)oxy)methyl)-1-methyl-1H-1,2,3-triazol-4-yl)-2-methylpyridin-3-yl)piperidin-3-yl)acetate N1(N=CC=C1)C1=CC(=NC=C1)OCC1=C(N=NN1C)C1=CC=C(C(=N1)C)N1C[C@H](CCC1)CC(=O)OCC